C(=C)C=1C=C(C=CC1)CN1CCCC1 1-[(3-vinylphenyl)methyl]pyrrolidine